ClC1=CC=C(C=C1)C12CC3(CC(CC(C1)C3)C2)C(C)NN2CCN(CC2)C {1-[3-(4-Chloro-phenyl)-adamantan-1-yl]-ethyl}-(4-methyl-piperazin-1-yl)-amine